2,6-dichloro-4-methylpyridine-d1 ClC1=NC(=CC(=C1[2H])C)Cl